C1(CC1)CN1N=CC(=C1)C1=NN2C(C(N1C(C)C)=O)=NC=C2 2-(1-(cyclopropylmethyl)-1H-pyrazol-4-yl)-3-isopropylimidazo[2,1-f][1,2,4]triazin-4(3H)-one